C(C)(C)(C)N1C(CCC1)=O N-(tert-Butyl)-2-pyrrolidone